NC=1C(N=C(NC1N)C1=C(C=CC=C1)OCCC)=O 5,6-diamino-2-(2-propoxyphenyl)-4(1H)-pyrimidinone